ethyl-oxyacetic acid C(C)OCC(=O)O